C(C)(C)(C)OC(=O)N[C@H](C(=O)N1[C@@H]([C@H]2C([C@H]2C1)(C)C)C(=O)O)CN(C)C (1R,2S,5S)-3-[(2S)-2-(tert-butoxycarbonylamino)-3-(dimethylamino)propanoyl]-6,6-dimethyl-3-azabicyclo[3.1.0]hexane-2-carboxylic acid